1H-pyrrole-2,5-dione (trifluoroacetic acid) salt FC(C(=O)O)(F)F.N1C(C=CC1=O)=O